ClC1=NC=C(C(=N1)Cl)CN1CCN(CC1)C(=O)OC(C)(C)C tert-butyl 4-[(2,4-dichloropyrimidin-5-yl) methyl]piperazine-1-carboxylate